C(C)OCCO 2-Ethoxyethanol